5-chloro-7-methyl-N-(1,1,1-trifluoropropan-2-yl)pyrazolo[1,5-a]Pyrimidine-3-carboxamide ClC1=NC=2N(C(=C1)C)N=CC2C(=O)NC(C(F)(F)F)C